CP(C)OP(C)C dimethylphosphinooxide